CC1(COC1)COC1=CC=2N(C=C1)C(=CN2)C2=NC1=C(C=CC=C1C=C2)OS(=O)(=O)C(F)(F)F [2-[7-[(3-Methyloxetan-3-yl)methoxy]imidazo[1,2-a]pyridin-3-yl]-8-quinolyl]trifluoromethanesulfonate